O=[Ru]=O dioxoruthenium